2-Amino-5-(1,3-benzoxazol-6-yl)thiazol NC=1SC(=CN1)C1=CC2=C(N=CO2)C=C1